2-benzyl-2-(((2R,3S,4R,5R)-5-(2-chloro-6-((pyridin-4-ylmethyl)amino)-9H-purin-9-yl)-3-ethynyl-3,4-dihydroxytetrahydrofuran-2-yl)methoxy)malonic acid C(C1=CC=CC=C1)C(C(=O)O)(C(=O)O)OC[C@H]1O[C@H]([C@@H]([C@@]1(O)C#C)O)N1C2=NC(=NC(=C2N=C1)NCC1=CC=NC=C1)Cl